1-{2-[(tert-butyldimethylsilyl)oxy]-2-methylpropyl}-2-(ethoxymethyl)-5-iodo-1H-imidazole-4-carbonitrile [Si](C)(C)(C(C)(C)C)OC(CN1C(=NC(=C1I)C#N)COCC)(C)C